1,3-bis[4-(4-aminophenoxy)-alpha,6-dimethylbenzyl]benzene NC1=CC=C(OC2=CC=C(C(C)C3=CC(=CC=C3)C(C3=CC=C(C=C3C)OC3=CC=C(C=C3)N)C)C(=C2)C)C=C1